(2,6-dimethylpyridin-4-yl)-3-(morpholinomethyl)-7-phenylimidazo[1,2-c]pyrimidin-5-amine CC1=NC(=CC(=C1)C=1N=C2N(C(=NC(=C2)C2=CC=CC=C2)N)C1CN1CCOCC1)C